azodi-sodium N(=N[Na])[Na]